4-(3-Bromo-2-chlorophenoxy)-5H,6H,7H,8H-pyrido[3,4-d]pyrimidine-7-carboxylic acid tert-butyl ester C(C)(C)(C)OC(=O)N1CC=2N=CN=C(C2CC1)OC1=C(C(=CC=C1)Br)Cl